N1(CCCCC1)C=1SC2=C(N1)C=C(C=C2)N 2-(piperidin-1-yl)benzo[d]Thiazole-5-amine